ethyl 2-[[6-hydroxy-9-(2-phenylethyl)-[1,2,4]triazolo[5,1-a]isoquinoline-5-carbonyl]amino]acetate OC1=C(N2C(C3=CC(=CC=C13)CCC1=CC=CC=C1)=NC=N2)C(=O)NCC(=O)OCC